2-methyl-5-(3-nitrophenyl)thiophene methyl-(S)-2-amino-2-(4,4-difluorocyclohexyl)acetate COC([C@H](C1CCC(CC1)(F)F)N)=O.CC=1SC(=CC1)C1=CC(=CC=C1)[N+](=O)[O-]